bis(dimethylphenylsilyl) monoiodophosphate P(=O)(O[Si](C1=CC=CC=C1)(C)C)(O[Si](C1=CC=CC=C1)(C)C)I